6-oxo-6,7,8,9,10,11-hexahydrocyclohepta[C][1]benzopyran-3-yl sulfamate S(N)(OC1=CC2=C(C3=C(C(O2)=O)CCCCC3)C=C1)(=O)=O